ClC1=NC=2NC3(C(NC2C=N1)=O)CC3 chloro-5',8'-dihydro-6'H-spiro[cyclopropane-1,7'-pteridine]-6'-one